BrC1=CC(=NC=C1)C(C(=O)N)CC1=CC=C(C=C1)OC (4-bromopyridin-2-yl)-3-(4-methoxyphenyl)propanamide